C(C)(C)(C)NC(CN(C)C=1C2=C(N=C(N1)C1=NC=CC(=C1)N(C)C)CCC2)=O N-tert-butyl-2-({2-[4-(dimethylamino)pyridin-2-yl]-5H,6H,7H-cyclopenta[d]pyrimidin-4-yl}(methyl)amino)acetamide